BrC1=CC=C(C=C1)C(C#CC1=CC=CC=C1)NC1=CC=CC=C1 N-[1-(4-bromophenyl)-3-phenyl-2-propynyl]Aniline